CC(CCCCCCCCCCCCCCCC)CCCCCCCCCCCCC(CCCCCCCCCCCCCCCC)C 17,30-dimethylhexatetracontane